O=C1N(C(C2=CC(=CC=C12)C=1N=NNC1)=O)C1=C(C=C(C=C1)C1=CC=CC=C1)C(=O)O 4-[1,3-Dioxo-5-(1H-[1,2,3]triazol-4-yl)-1,3-dihydroisoindol-2-yl]biphenyl-3-carboxylic acid